ammonium trichloro-diethylenetriamine ClC(N(Cl)Cl)CNCCN.[NH4+]